5-(2-(methylsulfonyl)-6-(trifluoromethyl)pyrimidin-4-yl)-1-(4-(trifluoromethoxy)benzyl)pyridin-2(1H)-one CS(=O)(=O)C1=NC(=CC(=N1)C=1C=CC(N(C1)CC1=CC=C(C=C1)OC(F)(F)F)=O)C(F)(F)F